2-(4-fluorophenyl)-5-aminothioureidobenzimidazole FC1=CC=C(C=C1)C=1NC2=C(N1)C=CC(=C2)NC(=S)NN